ethyl-5-(3,4-difluoro-2-methoxy-phenoxy)-3-methoxy-2-(trifluoromethyl)pyridine C(C)C1=C(C(=NC=C1OC1=C(C(=C(C=C1)F)F)OC)C(F)(F)F)OC